NC1(COC1)C1=CC=C(C=C1)C1=CC2=C(N=C3N2[C@H]2C4=C(C(N([C@@H]3C2)C([2H])([2H])[2H])=O)C=CC=C4C#C[Si](C(C)C)(C(C)C)C(C)C)C=C1 (7R,14R)-11-(4-(3-aminooxetan-3-yl)phenyl)-6-(methyl-d3)-1-((triisopropylsilyl)ethynyl)-6,7-dihydro-7,14-methanobenzo[f]benzo[4,5]imidazo[1,2-a][1,4]diazocin-5(14H)-one